C(C1=CC=CC=C1)OC(=O)N[C@H](C(=O)O)CC(=O)N1CC(CCC1)CCOC1=CC(=C(C=C1)C)C[N+]#[C-] (2S)-2-(((benzyloxy)carbonyl)amino)-4-(3-(2-(3-(isocyanomethyl)-4-methylphenoxy)ethyl)piperidin-1-yl)-4-oxobutanoic acid